(1R,3aS,10aR)-5-chloro-1-[(1E,3ξ)-3-hydroxy-3-(3-phenyl-3-oxetanyl)-1-propen-1-yl]-2,3,3a,9,10,10a-hexahydro-1H-benzo[b]cyclopenta[f]oxepin-6-carboxylic acid ClC1=C(C=CC2=C1O[C@@H]1[C@H](CC2)[C@H](CC1)\C=C\C(C1(COC1)C1=CC=CC=C1)O)C(=O)O